(Z)-2-methoxy-3-(4-(2-(5-methyl-2-(phenyl-d5)oxazol-4-yl)ethoxy)benzo[b]thiophen-7-yl)acrylic acid CO\C(\C(=O)O)=C/C1=CC=C(C2=C1SC=C2)OCCC=2N=C(OC2C)C2=C(C(=C(C(=C2[2H])[2H])[2H])[2H])[2H]